ClC1=C2C(OC(C2=C(C(=C1Cl)Cl)Cl)=O)(C1=C(N(C2=CC=CC=C12)CCCC)C)C1=C(C=C(C=C1)N(C)C)OC 4,5,6,7-tetrachloro-3-(4-dimethylamino-2-methoxyphenyl)-3-(1-n-butyl-2-methyl-1H-indol-3-yl)-1(3H)-isobenzofuranone